C(C=C)(=O)OCCOC(OCCSC(SCCC)=S)C 4-methyl-9-thioxo-3,5-dioxa-8,10-dithiatridecyl acrylate